N-methyl-3-hydroxypyrrole CN1C=C(C=C1)O